NC1=C2C(=NC=N1)N(N=C2C2=CC=C(C=C2)OC2=CC=CC=C2)C2CCN(CC2)C(=O)N2CCC(CC2)CC2CCN(CC2)C=2C=C1C(N(C(C1=CC2)=O)C2C(NC(CC2)=O)=O)=O 5-(4-((1-(4-(4-amino-3-(4-phenoxyphenyl)-1H-pyrazolo[3,4-d]pyrimidin-1-yl)piperidine-1-carbonyl)piperidin-4-yl)methyl)piperidin-1-yl)-2-(2,6-dioxopiperidin-3-yl)isoindoline-1,3-dione